3,5-dimethylphenyl-2,3-dihydrothiazolo[2,3-a]isoindol CC=1C=C(C=C(C1)C)C1CN2C(=C3C=CC=CC3=C2)S1